4-(2-bromoethyl)-2-(4-fluorophenyl)-1,3-thiazole BrCCC=1N=C(SC1)C1=CC=C(C=C1)F